C(C)OC(=O)C=1C=C(C=CC1)B(O)O 3-(ethoxycarbonyl)-phenylboronic acid